tert-butyl methyl(2-(5-(1'-methyl-1H,1'H-[3,3'-bipyrazol]-1-yl)-7-morpholino-3H-imidazo[4,5-b]pyridin-3-yl)ethyl)carbamate CN(C(OC(C)(C)C)=O)CCN1C=NC=2C1=NC(=CC2N2CCOCC2)N2N=C(C=C2)C2=NN(C=C2)C